F[C@@H]1CN(CC[C@H]1OC=1C=C2C(=NC=NC2=CC1OC)NC1=C(C=CC(=C1)C=1OC=CC1)OC)C(C=C)=O 1-((3R,4R)-3-fluoro-4-((4-((5-(furan-2-yl)-2-methoxyphenyl)amino)-7-methoxy-quinazolin-6-yl)oxy)piperidin-1-yl)prop-2-en-1-one